4-((2,4-dioxo-3-(2-(trifluoromethyl)phenyl)-3,4-dihydroquinazolin-1(2H)-yl)methyl)-N-hydroxybenzamide O=C1N(C2=CC=CC=C2C(N1C1=C(C=CC=C1)C(F)(F)F)=O)CC1=CC=C(C(=O)NO)C=C1